(9H-fluoren-9-yl)methyl tert-butyl ((R)-6-((3S,4R)-4-(6-azaspiro[2.5]octane-6-carboxamido)-3-((thiophen-2-ylmethyl)carbamoyl)piperidin-1-yl)-6-oxohexane-1,5-diyl)dicarbamate C1CC12CCN(CC2)C(=O)N[C@H]2[C@H](CN(CC2)C([C@@H](CCCCNC(OCC2C1=CC=CC=C1C=1C=CC=CC21)=O)NC(OC(C)(C)C)=O)=O)C(NCC=2SC=CC2)=O